Phenoxyboronic acid O(C1=CC=CC=C1)B(O)O